NC1=CC=CC(=N1)S(=O)(=O)NC(=O)C=1C(=NC(=CC1)C=1C=NC(=CC1)N(C)CC(C)C)N1[C@H](CC[C@H]1C)C N-[(6-Amino-2-pyridyl)sulfonyl]-2-[(2S,5R)-2,5-dimethylpyrrolidin-1-yl]-6-[6-[isobutyl(methyl)amino]-3-pyridyl]pyridin-3-carboxamid